[3,5-di(9H-carbazol-9-yl)phenyl]-9H-carbazole C1=CC=CC=2C3=CC=CC=C3N(C12)C=1C=C(C=C(C1)N1C2=CC=CC=C2C=2C=CC=CC12)C1=CC=CC=2C3=CC=CC=C3NC12